ClC=1N=C2C(=C(C(N(C2=CC1)C)=O)C#N)N1CC(C(CC1)NC1=C(C=C(C=C1)Cl)O)C 6-chloro-4-[4-(4-chloro-2-hydroxy-anilino)-3-methyl-1-piperidyl]-1-methyl-2-oxo-1,5-naphthyridine-3-carbonitrile